[N+](=O)([O-])[O-].[Mn+2].S(=O)(=O)([O-])[O-].[Mn+2] manganese sulfate manganese nitrate